FC=1C=C2C(=NNC2=CC1)C=O (5-fluoro-1H-indazol-3-yl)methanone